CN1N=CN=C1CN1C=NC2=C1C=C(C=C2)C(=O)O (1-methyl-1H-1,2,4-triazol-5-yl)methyl-1H-benzimidazole-6-carboxylic acid